CC=1N=C(NC1C(=O)OCC)C1=NC=CC=N1 ethyl 4-methyl-2-(pyrimidin-2-yl)-1H-imidazole-5-carboxylate